CC1=CC=C(C=C1)C12C(OCCN1)CCCC2 4a-(4-methylphenyl)octahydro-2H-benzo[b][1,4]oxazine